[Cl-].[Mg+2].S1N=CCC1.[Cl-] isothiazoline compound with magnesium chloride